NCC1(C(C1)(F)F)COC1=C(C2=C(C=CO2)C=C1)C1=CC(=NN1)NC=1N=CC(=NC1)C#N 5-{[5-(6-{[1-(aminomethyl)-2,2-difluorocyclopropyl]methoxy}-1-benzofuran-7-yl)-1H-pyrazol-3-yl]amino}pyrazine-2-carbonitrile